4-cyano-1-(3-(7-fluorobenzofuran-5-yl)-6-(3,3,3-trifluoropropyl)pyrazin-2-yl)piperidine-4-carboxylic acid C(#N)C1(CCN(CC1)C1=NC(=CN=C1C=1C=C(C2=C(C=CO2)C1)F)CCC(F)(F)F)C(=O)O